NC1=NC=2C=CC(=CC2C2=C1C=NN2C)C(=O)N(N(C(=O)C=2N=CSC2)C)CC2=NC=C(C=C2)C(F)(F)F N'-(4-amino-1-methyl-1H-pyrazolo[4,3-c]quinoline-8-carbonyl)-N-methyl-N'-((5-(trifluoromethyl)pyridin-2-yl)methyl)thiazole-4-carbohydrazide